OC1=C(C=C(C=C1C(C)(C)C)C1C(C(CC(C1)=O)C1=CC(=C(C(=C1)C(C)(C)C)O)C(C)(C)C)(C1=C(C=CC=C1C1=C(C=CC=C1OC)OC)C1=C(C=CC=C1OC)OC)P(=O)=O)C(C)(C)C 2,6-bis(4-hydroxy-3,5-di-tert-butylphenyl)-1-[2,6-bis(2,6-dimethoxyphenyl)phenyl]-phosphocyclohexan-4-one